(S or R)-4-(5-cyano-2-methoxyphenyl)-6-methyl-N-(5-(tetrahydro-2H-pyran-2-carbonyl)-4,5,6,7-tetrahydrothiazolo[5,4-c]pyridin-2-yl)nicotinamide C(#N)C=1C=CC(=C(C1)C1=CC(=NC=C1C(=O)NC=1SC=2CN(CCC2N1)C(=O)[C@H]1OCCCC1)C)OC |o1:28|